N-((7-(5-(difluoromethyl)-1,3,4-oxadiazol-2-yl)imidazo[1,2-a]pyridin-2-yl)methyl)-N-(3-fluorophenyl)-1-(pyridin-2-yl)piperidine-4-carboxamide FC(C1=NN=C(O1)C1=CC=2N(C=C1)C=C(N2)CN(C(=O)C2CCN(CC2)C2=NC=CC=C2)C2=CC(=CC=C2)F)F